FC=1C=CC(=C2CCCN(C12)C(C)=O)OC[C@]1([C@@H](CN(CC1)C1=C(C=C(C=C1F)Cl)F)O)O 1-[8-fluoro-5-[[(3R,4R)-1-(4-chloro-2,6-difluorophenyl)-3,4-dihydroxypiperidin-4-yl]methoxy]-3,4-dihydro-2H-quinolin-1-yl]ethanone